C(C)(C)(C)OC(N[C@@H]1[C@H](CN(CC1)C1=NC=C(C=C1)C1=C2C=CC=NC2=CC(=N1)C=1C=NN(C1)C)O)=O ((3S,4S)-3-hydroxy-1-(5-(7-(1-methyl-1H-pyrazol-4-yl)-1,6-naphthyridin-5-yl)pyridin-2-yl)piperidin-4-yl)carbamic acid tert-butyl ester